(S)-N-(1-(5-(3-cyano-6-(2-hydroxy-2-methylpropoxy)pyrazolo[1,5-a]pyridin-4-yl)pyridin-2-yl)-3-methylpyrrolidin-3-yl)-3-fluorobenzamide C(#N)C=1C=NN2C1C(=CC(=C2)OCC(C)(C)O)C=2C=CC(=NC2)N2C[C@@](CC2)(C)NC(C2=CC(=CC=C2)F)=O